acetamido-1-(tetrahydro-2H-pyran-2-yl)-1H-pyrazole-3-carboxylic acid ethyl ester C(C)OC(=O)C1=NN(C=C1NC(C)=O)C1OCCCC1